COC1(CCOCC1)C1=CC=C(C=C1)C(=O)N1CCC(CC1)C1=CC=C(C=C1)C(F)(F)F (4-(4-methoxytetrahydro-2H-pyran-4-yl)phenyl)(4-(4-(trifluoromethyl)phenyl)piperidin-1-yl)methanone